CN(C1(CCC2(C(NC(N2)=O)=O)CC1)C1=CC=CC=C1)C trans-8-(dimethylamino)-8-phenyl-1,3-diazaspiro[4.5]decane-2,4-dione